FC1=C(N)C=C(C=C1)C=1OC(=NN1)C=1OC=CC1 2-fluoro-5-(5-(furan-2-yl)-1,3,4-oxadiazol-2-yl)aniline